N-cyclohexyl-6-morpholino-2-[(2E)-2-(m-tolylmethylene)hydrazino]-7H-purine-8-carboxamide C1(CCCCC1)NC(=O)C1=NC2=NC(=NC(=C2N1)N1CCOCC1)N/N=C/C=1C=C(C=CC1)C